C1(CCCCC1)[C@H](C(=O)N1[C@H](CCCC1)C(=O)O[C@@H](CCC1=CC(=C(C=C1)OC)OC)C1=CC(=CC=C1)O)C1=CC(=C(C(=C1)OC)OC)OCCI (S)-(R)-3-(3,4-dimethoxyphenyl)-1-(3-hydroxyphenyl)propyl 1-((S)-2-cyclohexyl-2-(3-(2-iodoeth-oxy)-4,5-dimethoxyphenyl)acetyl)piperidine-2-carboxylate